[4-(OXOLAN-3-YLOXY)PHENYL]BORANEDIOL O1CC(CC1)OC1=CC=C(C=C1)B(O)O